2-(1,3-dithiol-2-ylidene)malononitrile S1C(SC=C1)=C(C#N)C#N